CS(=O)(=O)C=1C=CC=C2C=CNC12 7-(methylsulfonyl)-1H-indole